O1NC(C=C1)=O isoxazol-3-one